(2E)-3-(3-amyl-2-oxiranyl)acrolein C(CCCC)C1C(O1)/C=C/C=O